CC(C)(C)S(=O)N 2-methyl-Propane-2-sulfinamide